FC(CN1C(C=2NN=C(C2C1C1=CC(=CC(=C1)C(F)(F)F)OC1=CC=C(C=C1)F)C1=CC=CC=2NC(OC21)=O)=O)(C)F 7-{5-(2,2-Difluoropropyl)-4-[3-(4-fluorophenoxy)-5-(trifluoromethyl)phenyl]-6-oxo-1,4,5,6-tetrahydropyrrolo[3,4-c]pyrazol-3-yl}-1,3-benzoxazol-2(3H)-one